COC(C1=CC(=CC(=C1)OC[C@H]1COCC1)C=1SC(=CN1)CC)=O 3-(5-Ethyl-1,3-thiazol-2-yl)-5-[(3R)-tetrahydro-furan-3-ylmethoxy]benzoic acid methyl ester